FC(OC=1C=C(C=CC1)N1C(=C2C(N(N=CC2=C1C)C1=NC=CC=C1)=O)C)F 6-(3-(Difluoromethoxy)phenyl)-5,7-dimethyl-2-(pyridin-2-yl)-2,6-dihydro-1H-pyrrolo[3,4-d]pyridazin-1-one